C[N+](=C(N(C)C)O)C tetramethylisouronium